C(=CCC)C1=NC=CN=C1 butenylpyrazine